C1(CCCC1)NC=1C=C(C=C(C1)C1(CC(C1)OC)C1=NN=CN1C)N1C(C2=CC(=CC(=C2C1)C(F)(F)F)CNC1(CCC1)C)=O 2-(3-(cyclopentylamino)-5-((1r,3r)-3-methoxy-1-(4-methyl-4H-1,2,4-triazol-3-yl)cyclobutyl)phenyl)-6-(((1-methylcyclobutyl)amino)methyl)-4-(trifluoromethyl)isoindolin-1-one